(±)-Tert-butyl 4-(6-((4-(4-(1-((tert-butoxycarbonyl)amino)ethyl)-8-fluoroquinolin-6-yl)-5-fluoropyrimidin-2-yl)amino)pyridin-3-yl)piperidine-1-carboxylate C(C)(C)(C)OC(=O)N[C@H](C)C1=CC=NC2=C(C=C(C=C12)C1=NC(=NC=C1F)NC1=CC=C(C=N1)C1CCN(CC1)C(=O)OC(C)(C)C)F |r|